2-fluoro-6-((2-toluenesulfonylhydrazinomethyl)phenyl)piperazine-1-carboxylic acid tert-butyl ester C(C)(C)(C)OC(=O)N1C(CNCC1C1=C(C=CC=C1)CNNS(=O)(=O)CC1=CC=CC=C1)F